C1(=CC=CC=C1)C=1C(NC2=CC=CC=C2C1)=O PHENYLQUINOLINONE